2-[2-[2-[2-[2,3-bis[8-(1-butylheptoxy)-8-oxo-octoxy] propoxy]ethoxy]ethoxy]ethoxy]ethyl 1,4-dimethylpiperidine-4-carboxylate CN1CCC(CC1)(C(=O)OCCOCCOCCOCCOCC(COCCCCCCCC(OC(CCCCCC)CCCC)=O)OCCCCCCCC(=O)OC(CCCCCC)CCCC)C